1-(4-(3,4-dichlorophenyl)-5-(isopropylsulfanyl)thiazol-2-yl)-3-methyl-4-(pyridin-4-yl)-1H-pyrazole-5-carboxylic acid ClC=1C=C(C=CC1Cl)C=1N=C(SC1SC(C)C)N1N=C(C(=C1C(=O)O)C1=CC=NC=C1)C